N1(CCCCC1)S(=O)(=O)C=1C=C2C=CN(C2=CC1)[C@@H](C(=O)O)C |r| (racemic)-2-[5-(1-piperidylsulfonyl)indol-1-yl]propanoic acid